C(C)(C)(C)OC(=O)N1CCC(CC1)OCCOCCOC1=CC(=CC=C1)O.BrCC1=CC=C(C=C1)OC(F)F 1-(Bromomethyl)-4-(difluoromethoxy)benzene tert-butyl-4-[2-[2-(3-hydroxyphenoxy)ethoxy]ethoxy]piperidine-1-carboxylate